4-((4-((5-cyclopropyl-1H-pyrazol-3-yl)amino)-5-fluoropyrimidin-2-yl)amino)benzoic acid C1(CC1)C1=CC(=NN1)NC1=NC(=NC=C1F)NC1=CC=C(C(=O)O)C=C1